3-(7-((1-(5-Chlorofuran-2-carbonyl)piperidin-4-yl)oxy)-1-methyl-1H-indazol-3-yl)piperidine-2,6-dione ClC1=CC=C(O1)C(=O)N1CCC(CC1)OC=1C=CC=C2C(=NN(C12)C)C1C(NC(CC1)=O)=O